C(C1=CC=CC=C1)C1=C(C(=CC=C1)C)CC1=CC=CC=C1 1,2-dibenzyl-3-methylbenzene